N-(2-phenyl-2H-indazol-3-yl)benzamide C1(=CC=CC=C1)N1N=C2C=CC=CC2=C1NC(C1=CC=CC=C1)=O